FC1=C(C=CC(=N1)C(C1=CC(=CC=C1)C1=CC=NN1C)NC(=O)C1C(CCC1)C(=O)O)C(C)C 2-({[6-fluoro-5-(propan-2-yl)pyridin-2-yl][3-(1-methyl-1H-pyrazol-5-yl)phenyl]methyl}carbamoyl)cyclopentane-1-carboxylic acid